1,3-dimethylcyclobutanol CC1(CC(C1)C)O